FC1=C(C(=CC(=C1)C=1C(=NC=CC1)OC1COCC1)F)N1CCC(CC1)CC(=O)O 2-[1-[2,6-difluoro-4-(2-tetrahydrofuran-3-yloxy-3-pyridinyl)phenyl]-4-piperidinyl]acetic acid